3,7-dimethylnonen-1-yl 4-nitrobenzoate [N+](=O)([O-])C1=CC=C(C(=O)OC=CC(CCCC(CC)C)C)C=C1